(3S)-4-amino-N-(5,6-dihydro-2H-pyran-3-ylmethyl)-3-methyl-N-((5-(trifluoromethyl)-2-pyridinyl)methyl)-1,3-dihydrofuro[3,4-c]quinoline-8-carboxamide NC1=NC=2C=CC(=CC2C2=C1[C@@H](OC2)C)C(=O)N(CC2=NC=C(C=C2)C(F)(F)F)CC=2COCCC2